6-((2-chlorophenyl)ethynyl)-5-(4-methylpiperazin-1-yl)-2-(2,4,5-trimethoxyphenyl)-1H-benzo[d]imidazole ClC1=C(C=CC=C1)C#CC=1C(=CC2=C(NC(=N2)C2=C(C=C(C(=C2)OC)OC)OC)C1)N1CCN(CC1)C